C1(CC1)C1=C(C=C(C=C1)[C@@H](NC(=O)[C@H]1N(C[C@@H](C1)F)C(CN1C(NC2=C1C=CC=C2)=O)=O)C2=CC=CC=C2)F (2S,4R)-N-[(S)-(4-cyclopropyl-3-fluorophenyl)(phenyl)methyl]-4-fluoro-1-[2-(2-oxo-2,3-dihydro-1H-1,3-benzodiazol-1-yl)acetyl]pyrrolidine-2-carboxamide